(5S,8R)-N-(4-chloro-2-fluorophenyl)-1-fluoro-6,7,8,9-tetrahydro-5H-5,8-epiminocyclohepta[c]pyridine-10-carboxamide ClC1=CC(=C(C=C1)NC(=O)N1[C@H]2CC[C@@H]1CC=1C(=NC=CC12)F)F